The molecule is the purine ribonucleoside 5'-monophosphate that is AMP monomethylated on N(6). It derives from an adenosine 5'-monophosphate. It is a conjugate acid of a N(6)-methyl-AMP(2-). CNC1=C2C(=NC=N1)N(C=N2)[C@H]3[C@@H]([C@@H]([C@H](O3)COP(=O)(O)O)O)O